C(C)(C)(C)C1=NC=C(C=N1)C1=CC(=C2C=NC(=NN21)N[C@H]2[C@@H](COCC2)O)F (3S,4R)-4-((7-(2-(tert-butyl)pyrimidin-5-yl)-5-fluoropyrrolo[2,1-f][1,2,4]triazin-2-yl)amino)tetrahydro-2H-pyran-3-ol